C(=CC)N1CCC(CC1)N1[C@@H](C(N(C=2C=NC(=NC12)NC1=C(C(=CC(=C1)N1CCN(CC1)C)F)OCCO)C)=O)CC (R)-8-(1-propenylpiperidin-4-yl)-7-ethyl-2-((3-fluoro-2-(2-hydroxyethoxy)-5-(4-methylpiperazin-1-yl)phenyl)amino)-5-methyl-7,8-dihydropteridin-6(5H)-one